COC(C1=C(C(=C(C=C1)OC1CC(C1)NC(=O)OC(C)(C)C)OC)C=C)=O methyl-2-ethenyl-3-methoxy-4-[(1r,3r)-3-[(tert-butoxycarbonyl)amino]cyclobutoxy]benzoate